6-amino-N-[2-(4-amino-3-methoxy-3-methylpyrrolidin-1-yl)-5,6,7,8-tetrahydroquinolin-6-yl]-2-methylthieno[2,3-d][1,3]thiazole-5-carboxamide NC1=C(SC=2N=C(SC21)C)C(=O)NC2CC=1C=CC(=NC1CC2)N2CC(C(C2)N)(C)OC